N-(prop-2-yn-1-yl)-1H-indole-5-carboxamide C(C#C)NC(=O)C=1C=C2C=CNC2=CC1